4-(1-methyl-1H-indol-2-yl)-2,5-diphenyloxazole CN1C(=CC2=CC=CC=C12)C=1N=C(OC1C1=CC=CC=C1)C1=CC=CC=C1